ClC1=CC(=C2C=C(NC2=C1F)C(=O)N1CCN(CC1)C1=NC=C(C=C1OC)F)C=1C=NC=CC1CC [6-Chloro-4-(4-ethyl-3-pyridyl)-7-fluoro-1H-indol-2-yl]-[4-(5-fluoro-3-methoxy-2-pyridyl)piperazin-1-yl]methanone